OCCOCCOCCOCCOCCOCCOCCOCCOCCOCCNC(CCCC(=O)NC=1C=NC(=CC1)C=1N=NC(=NN1)C1=NC=CC=C1)=O N-(29-Hydroxy-3,6,9,12,15,18,21,24,27-nonaoxanonacosan-1-yl)-N'-{6-[6-(pyridin-2-yl)-1,2,4,5-tetrazin-3-yl]pyridin-3-yl}pentanediamide